Cl.NCCCCCCNC(OC(C)(C)C)=O tert-butyl (6-aminohexyl)carbamate hydrochloride